2-hexyldecyl 8-(3-((6-((2-hexyldecyl)oxy)-6-oxohexyl)amino)-3-oxopropyl)-2,2-dimethyl-4,11-dioxo-3-oxa-5,8,12-triazaoctadecan-18-oate C(CCCCC)C(COC(CCCCCNC(CCN(CCNC(OC(C)(C)C)=O)CCC(NCCCCCC(=O)OCC(CCCCCCCC)CCCCCC)=O)=O)=O)CCCCCCCC